(2-(1-methyl-1H-pyrazol-3-yl)-4-(trifluoromethyl)oxazol-5-yl)methanone CN1N=C(C=C1)C=1OC(=C(N1)C(F)(F)F)C=O